C(C1=CC=CC=C1)(C1=CC=CC=C1)N1CC(CC1)SC=1C=C2CN(C(C2=CC1)=O)C1C(NC(CC1)=O)=O 3-(5-((1-benzhydryl-pyrrolidin-3-yl)thio)-1-oxoisoindolin-2-yl)piperidine-2,6-dione